C=1(C(=C(C(=C2OC3=C(C21)C(=C(C(=C3[2H])[2H])[2H])[2H])[2H])OB(O)O)[2H])[2H] (3-dibenzofuranyl-1,2,4,6,7,8,9-d7)boric acid